C1(CC1)C1=C(C(=NO1)C1=C(C=NC=C1Cl)Cl)/C=C/C1CC2(CN(C2)C=2C=C3C(=CC=NC3=CC2)OC2CC(C2)F)C1 6-(6-((E)-2-(5-Cyclopropyl-3-(3,5-dichloropyridin-4-yl)isoxazol-4-yl)vinyl)-2-azaspiro[3.3]heptan-2-yl)-4-((1r,3r)-3-fluorocyclobutoxy)chinolin